3-(1'-((1-(4-chlorophenyl)-1H-pyrazol-4-yl)methyl)-6-oxo-6,8-dihydro-2H,7H-spiro[furo[2,3-e]isoindole-3,4'-piperidin]-7-yl)piperidine-2,6-dione ClC1=CC=C(C=C1)N1N=CC(=C1)CN1CCC2(CC1)COC1=C3CN(C(C3=CC=C12)=O)C1C(NC(CC1)=O)=O